1-(4-fluorophenyl)pyrazole-4-carboxylic acid FC1=CC=C(C=C1)N1N=CC(=C1)C(=O)O